3-[1-(6-chloro-pyridin-2-yl)pyrrolidin-3-yl]-3-[4-(7H-pyrrolo[2,3-d]pyrimidin-4-yl)-1H-pyrazol-1-yl]propanenitrile ClC1=CC=CC(=N1)N1CC(CC1)C(CC#N)N1N=CC(=C1)C=1C2=C(N=CN1)NC=C2